[N+](=O)(OCCCCOC1CN(C1)S(=O)(=O)C1=CC(=C(C=C1)OCC)C=1NC(C2=C(N1)C(=NN2C)CCC)=O)[O-] 4-((1-((4-ethoxy-3-(1-methyl-7-oxo-3-propyl-6,7-dihydro-1H-pyrazolo[4,3-d]pyrimidin-5-yl)phenyl)sulfonyl)azetidin-3-yl)oxy)butyl nitrate